ClC=1C(=NC(=NC1)N1CCC(CC1)C(=O)N(C)C)NC1=CC2=C(N(C(N2CCC(CC)(C)O)=O)C)C=C1 1-(5-chloro-4-((3-(3-hydroxy-3-methylpentyl)-1-methyl-2-oxo-2,3-dihydro-1H-benzo[d]imidazol-5-yl)amino)pyrimidin-2-yl)-N,N-dimethylpiperidine-4-carboxamide